FC(C1(CC1)C#CC1=C2CCC=NC2=CN=C1)F 5-((1-(difluoromethyl)cyclopropyl)ethynyl)-3,4-dihydro-1,7-naphthyridine